NC1CCC(CC1)NC1=NC2=C(C=C(C=C2C=N1)C1=C(C=C(C=C1)NS(=O)(=O)C1=C(C=CC=C1)Cl)C)OC N-(4-(2-(((1r,4r)-4-aminocyclohexyl)amino)-8-methoxyquinazolin-6-yl)-3-methylphenyl)-2-chlorobenzenesulfonamide